4-(1-((4,4-difluorocyclohexyl)methyl)-3-methyl-4-(trifluoromethyl)-1H-pyrazole-5-carboxamido)-3-methylpicolinamide FC1(CCC(CC1)CN1N=C(C(=C1C(=O)NC1=C(C(=NC=C1)C(=O)N)C)C(F)(F)F)C)F